Methyl 5-((7-ethyl-1,3-dimethyl-2-oxo-1,2-dihydroquinolin-5-yl)thio)-5'-methyl-[2,3'-bipyridine]-6'-carboxylate C(C)C1=CC(=C2C=C(C(N(C2=C1)C)=O)C)SC=1C=CC(=NC1)C=1C=NC(=C(C1)C)C(=O)OC